Bis(ethylbenzene) chromium [Cr].C(C)C1=CC=CC=C1.C(C)C1=CC=CC=C1